1-(5-fluoro-2-methoxyphenyl)-1-propanol FC=1C=CC(=C(C1)C(CC)O)OC